2-(2-methoxyphenyl)-1H-pyrrolo[3,2-c]pyridine COC1=C(C=CC=C1)C1=CC=2C=NC=CC2N1